1-[4-[3-chloro-5-[4-(5-methyloxazolo[4,5-b]pyridin-2-yl)piperazine-1-carbonyl]phenyl]piperazin-1-yl]ethanone ClC=1C=C(C=C(C1)C(=O)N1CCN(CC1)C=1OC=2C(=NC(=CC2)C)N1)N1CCN(CC1)C(C)=O